(-)-4,4-difluoro-2-(4-fluorophenyl)-N-{4-[3'-(2-methylanilino)-4'-oxo-1',4',5',7'-tetrahydrospiro[cyclobutane-1,6'-pyrrolo[3,2-c]pyridin]-2'-yl]pyridin-2-yl}butanamide FC(CC(C(=O)NC1=NC=CC(=C1)C1=C(C=2C(NC3(CC2N1)CCC3)=O)NC3=C(C=CC=C3)C)C3=CC=C(C=C3)F)F